CN(C(C)CCC)C#CC N-methyl-N-(2-pentyl)propynylamine